C(C=C)OCC(C(=O)OCCN(CC)CC)=C diethylaminoethyl α-allyloxymethylacrylate